(cyclopentadienyl)(dimethylcyclopentadienyl)zirconium dichloride [Cl-].[Cl-].C1(C=CC=C1)[Zr+2]C1(C(=CC=C1)C)C